C(C1=CC=CC=C1)N1C=CC2=C(C=CC=C12)CN(CCOCC1CCN(CC1)C(=O)OCC1=CC=CC=C1)C(=O)OC(C)(C)C benzyl 4-((2-(((1-benzyl-1H-indol-4-yl)methyl)(tert-butoxycarbonyl)amino)ethoxy)methyl)piperidine-1-carboxylate